(1S,4S)-5-((4-(5-(difluoromethyl)-1,3,4-oxadiazol-2-yl)-2-fluorobenzyl)(3,4-difluorophenyl)thiocarbamoyl)-2,5-diazabicyclo[2.2.1]heptane-2-carboxylic acid tert-butyl ester C(C)(C)(C)OC(=O)N1[C@@H]2CN([C@H](C1)C2)C(N(C2=CC(=C(C=C2)F)F)CC2=C(C=C(C=C2)C=2OC(=NN2)C(F)F)F)=S